(R)-3-(3-(3-(4-aminopyrido[3,2-d]pyrimidin-6-yl-2-d)phenyl)isoxazol-5-yl)-3-hydroxy-1-methylpyrrolidin-2-one NC=1C2=C(N=C(N1)[2H])C=CC(=N2)C=2C=C(C=CC2)C2=NOC(=C2)[C@]2(C(N(CC2)C)=O)O